1-benzyl 3-methyl 4-methylpiperidine-1,3-dicarboxylate CC1C(CN(CC1)C(=O)OCC1=CC=CC=C1)C(=O)OC